6-chloro-4-cyclopropoxy-N-(3,5-difluoro-4-((6-methoxy-7-(2-(methylamino)ethoxy)quinolin-4-yl)oxy)phenyl)pyridine-3-carboxamide ClC1=CC(=C(C=N1)C(=O)NC1=CC(=C(C(=C1)F)OC1=CC=NC2=CC(=C(C=C12)OC)OCCNC)F)OC1CC1